C(C(C)C)NCC(C)C N,N-diisobutylamine